4-(6-(2,6-dimethyl-1-oxo-1,2,5,6,7,8-hexahydro-2,6-naphthyridin-4-yl)pyrazolo[1,5-a]pyrazin-3-yl)benzonitrile CN1C(C=2CCN(CC2C(=C1)C=1N=CC=2N(C1)N=CC2C2=CC=C(C#N)C=C2)C)=O